ClC1=CC(=C(C=N1)C1=NN(C2=CC=C(C=C12)O[C@H](C)C1=C(C=NC=C1Cl)Cl)C1OCCCC1)F (6-chloro-4-fluoropyridin-3-yl)-5-((R)-1-(3,5-dichloropyridin-4-yl)ethoxy)-1-(tetrahydro-2H-pyran-2-yl)-1H-indazole